C(#N)C1=CC=C(C=C1)C1=CC=C(C=C1)OCC1(CN(CC1)C(C1=CC=C(C=C1)OC)=O)C(=O)N(C)O 3-(((4'-cyano-[1,1'-biphenyl]-4-yl)oxy)methyl)-N-hydroxy-1-(4-methoxybenzoyl)-N-methylpyrrolidine-3-carboxamide